(R or S)-5-(6-(2-hydroxy-6-methyl-4-(trifluoromethyl)phenyl)-2H-pyrazolo[3,4-b]pyrazin-2-yl)-1-isopropylpiperidin-2-one OC1=C(C(=CC(=C1)C(F)(F)F)C)C=1C=NC=2C(N1)=NN(C2)[C@@H]2CCC(N(C2)C(C)C)=O |o1:21|